ClC1=C2C(C=3C(CN4C(CC5(CC5)[C@H]4C3CN=C1)=O)C=1NC(=CN1)C1=CN=NN1C)=CC(C=C2F)=O |o1:13| (S*)-7-chloro-8-fluoro-12-(5-(1-methyl-1H-1,2,3-triazol-5-yl)-1H-imidazol-2-yl)-13,14-dihydro-2H-spiro[benzo[5,6]azocino[4,3-g]indolizine-3,1'-cyclopropane]-1,10(4H,12H)-dione